2-((1H-benzimidazol-1-yl)methyl)-5-nitroisoindoline-1,3-dione N1(C=NC2=C1C=CC=C2)CN2C(C1=CC=C(C=C1C2=O)[N+](=O)[O-])=O